ethyl 2-amino-5-methylpyrazolo[1,5-a]pyrimidine-3-carboxylate NC1=NN2C(N=C(C=C2)C)=C1C(=O)OCC